COC1=CC(=NC=C1)CN1C=NC2=C(C=C(C=C2C1=O)C=C)C=1C(=NN(C1)C)C(F)(F)F 3-((4-methoxypyridin-2-yl)methyl)-8-(1-methyl-3-(trifluoromethyl)-1H-pyrazol-4-yl)-6-vinylquinazolin-4(3H)-one